[6-(trifluoromethyl)-2-pyridyl]methanamine FC(C1=CC=CC(=N1)CN)(F)F